3-(4,6-bis(3,4,5-trimethoxystyryl)pyrimidin-2-oxy)propylguanidine trifluoroacetate FC(C(=O)O)(F)F.COC=1C=C(C=CC2=NC(=NC(=C2)C=CC2=CC(=C(C(=C2)OC)OC)OC)OCCCNC(=N)N)C=C(C1OC)OC